OC=1C=C2CC[C@@H]([C@@H](C2=CC1)C1=CC=C(C=C1)N1CCC(CC1)CN1CCN(CC1)C=1C=CC=C2C(=NN(C12)C)C1C(NC(CC1)=O)=O)C1=CC=CC=C1 3-(7-(4-((1-(4-((1R,2S)-6-hydroxy-2-phenyl-1,2,3,4-tetrahydronaphthalen-1-yl)phenyl)piperidin-4-yl)methyl)piperazin-1-yl)-1-methyl-1H-indazol-3-yl)piperidine-2,6-dion